(E)-4-(3-methylphenyl)but-3-ene CC=1C=C(C=CC1)/C=C/CC